3,5-bisphenyl-1-pyrazolate C1(=CC=CC=C1)C1=NN(C(=C1)C1=CC=CC=C1)C(=O)[O-]